N-(4-aminobenzyl)biguanide NC1=CC=C(CNC(=N)NC(=N)N)C=C1